benzo[d]imidazole hexafluorophosphate F[P-](F)(F)(F)(F)F.N1=CNC2=C1C=CC=C2